bismuth tris(laurate) C(CCCCCCCCCCC)(=O)[O-].C(CCCCCCCCCCC)(=O)[O-].C(CCCCCCCCCCC)(=O)[O-].[Bi+3]